3-Methylene-4-penten-2-ol C=C(C(C)O)C=C